FC=1C=C2C(=C(NC2=C(C1)F)C1=CC=C(C=C1)F)C1CC(C1)CN ((1s,3s)-3-(5,7-difluoro-2-(4-fluorophenyl)-1H-indol-3-yl)cyclobutyl)methylamine